3-((S)-3-Cyclopropyl-2-((E)-3-(2,4-dichlorophenyl)acrylamido)propanamido)-2-oxo-4-((S)-2-oxopyrrolidin-3-yl)butanamid C1(CC1)C[C@@H](C(=O)NC(C(C(=O)N)=O)C[C@H]1C(NCC1)=O)NC(\C=C\C1=C(C=C(C=C1)Cl)Cl)=O